C(C1CC(=O)NC(=O)N1)(=O)[O-] 4,5-dihydroorotate